NC=1C2=C(N=CN1)N(C=C2)[C@H]2[C@@H]([C@@]([C@H](O2)CSC2=CC=C1C=CC(=NC1=C2)N)(O)C)O (2S,3S,4R,5R)-5-(4-amino-7H-pyrrolo[2,3-d]pyrimidin-7-yl)-2-(((2-aminoquinolin-7-yl)thio)methyl)-3-methyltetrahydrofuran-3,4-diol